Cl.COC(=O)[C@H]1NC[C@@H]2CCCC[C@H]12 |r| racemic-rel-(1s,3ar,7as)-octahydro-1H-isoindole-1-carboxylic acid methyl ester HCl salt